bromoacetonitrile BrCC#N